ClC1=C(C=CC=C1C1=NC=CC(=C1Cl)C1=NC(=C(C=C1)CNCC1NC(CC1)=O)OC)NC(C1=NC=C(C(=C1)OC)CN(C)CCO)=O N-(2-chloro-3-(3'-chloro-6-methoxy-5-((((5-oxopyrrolidin-2-yl)methyl)amino)methyl)-[2,4'-bipyridin]-2'-yl)phenyl)-5-(((2-hydroxyethyl)(methyl)amino)methyl)-4-methoxypicolinamide